N-(diisopropylcarbamoyl)-O-(3-(2-(5,6,7,8-tetrahydro-1,8-naphthyridin-2-yl)ethyl)cyclobutyl)homoserine C(C)(C)N(C(=O)N[C@@H](CCOC1CC(C1)CCC1=NC=2NCCCC2C=C1)C(=O)O)C(C)C